C(C)OC1=CC=C(C=N1)C1(CCC1)NS(=O)C(C)(C)C N-[1-(6-ethoxypyridin-3-yl)cyclobutyl]-2-methylpropane-2-sulfinamide